Sodium bis(2-ethylhexyl) sulfosuccinate S(=O)(=O)(O)C(C(=O)OCC(CCCC)CC)CC(=O)OCC(CCCC)CC.[Na]